ClC=1C=C(C=C(C1)Cl)C1=C2C=CC=C(C2=CC=C1)N 5-(3,5-dichlorophenyl)naphthalen-1-amine